trans-2-(8-(2-(pyridin-4-yl)pyrido[3,4-d]pyrimidin-4-yl)-2,8-diazaspiro[4.5]decan-2-yl)cyclobutan-1-ol N1=CC=C(C=C1)C=1N=C(C2=C(N1)C=NC=C2)N2CCC1(CCN(C1)[C@H]1[C@@H](CC1)O)CC2